[2H]C=1N([C@H]2C[C@H](O)[C@@H](CO)O2)C=2N=C(NC(C2N1)=O)N 8-deutero-2'-deoxyguanosine